propane-2-sulfinylamine CC(C)S(=O)N